N-[(R)-[4,5-dichloro-2-(prop-2-en-1-yloxy)phenyl](piperidin-4-yl)methyl]2-methylpropane-2-sulfinamide ClC1=CC(=C(C=C1Cl)[C@H](NS(=O)C(C)(C)C)C1CCNCC1)OCC=C